ClC=1C(=NC(=NC1)NC=1C(NC=2CCN(CC2C1)C)=O)NC1=C(C=CC=C1)S(=O)(=O)C1CC1 3-((5-Chloro-4-((2-(cyclopropylsulfonyl)phenyl)amino)pyrimidin-2-yl)amino)-6-methyl-5,6,7,8-tetrahydro-1,6-Naphthyridine-2(1H)-one